(R)-4-(((R)-1-(3-amino-5-(trifluoromethyl)phenyl)ethyl)amino)-2,6,8-trimethyl-6H-[1,4]oxazino[3,2-g]quinazolin-7(8H)-one NC=1C=C(C=C(C1)C(F)(F)F)[C@@H](C)NC1=NC(=NC2=CC3=C(C=C12)N(C([C@H](O3)C)=O)C)C